N-{(1S)-1-(4-Methylcyclohexyl)-2-oxo-2-[(2-oxospiro-[1H-pyrrolo[3,2-c]pyridine-3,4'-oxane]-6-yl)amino]ethyl}-3-(propan-2-yl)isoxazole-4-carboxamide CC1CCC(CC1)[C@@H](C(NC1=CC2=C(C=N1)C1(CCOCC1)C(N2)=O)=O)NC(=O)C=2C(=NOC2)C(C)C